6-(6-cyclopropyl-7-methoxyimidazo[1,2-a]pyridin-3-yl)-N-((3R,4S)-4-(trifluoromethyl)pyrrolidin-3-yl)pyridin-2-amine C1(CC1)C=1C(=CC=2N(C1)C(=CN2)C2=CC=CC(=N2)N[C@H]2CNC[C@@H]2C(F)(F)F)OC